((2r,5r)-2,5-dimethylmorpholino)(5-(2,4,5-trifluoro-3-hydroxyphenyl)-1,2,4-oxadiazol-3-yl)methanone C[C@H]1OC[C@H](N(C1)C(=O)C1=NOC(=N1)C1=C(C(=C(C(=C1)F)F)O)F)C